4-(2-methoxyethoxy)butyramide COCCOCCCC(=O)N